CC(C)(C(CCCCC)CCC)C=1C=C(C=C(C1)O)O 5-(2-methyl-3-propyloctan-2-yl)benzene-1,3-diol